ClC1=C(C=C(C=C1)C(=O)N1[C@@H](C=2N(CC1)C(=NC2CCOC)C2=NC(=NS2)C)C)F (R)-(4-chloro-3-fluorophenyl)(1-(2-methoxyethyl)-8-methyl-3-(3-methyl-1,2,4-thiadiazol-5-yl)-5,6-dihydroimidazo[1,5-a]pyrazin-7(8H)-yl)methanone